BrC1=CC2=CC(N=C2C=C1)=O 5-bromo-2-oxoindole